ClC1=CC(=CNN1C([2H])([2H])[2H])NC1=C(C(=CC=C1)C1=CN=C(S1)SC)OC 6-Chloro-4-((2-methoxy-3-(2-(methylthio)thiazol-5-yl)phenyl)amino)-N-(trideuteromethyl)pyridazine